1,1'-(1,4-xylylene)bis(2,3,4,6,7,9,10,11-octahydropyrimido[2',1':3,4]pyrazino[1,2-a]pyrimidin-1-ium) C1(=CC=C(C=C1)C[N+]=1CCCN2C1C=1N(CCCN1)CC2)C[N+]=2CCCN1C2C=2N(CCCN2)CC1